tert-Butyl (R)-4-(azetidin-3-yl)-2-methylpiperazine-1-carboxylate N1CC(C1)N1C[C@H](N(CC1)C(=O)OC(C)(C)C)C